4-[(Z)-3-[4-(Azepan-1-yl)phenyl]-3-oxoprop-1-enyl]benzoic acid N1(CCCCCC1)C1=CC=C(C=C1)C(\C=C/C1=CC=C(C(=O)O)C=C1)=O